methyl 3-{3-[5-{1-[(tert-butyldimethylsilyl)oxy]propan-2-yl}-6-(1-ethoxyvinyl)pyridazin-4-yl]-1-hydroxyprop-2-yn-1-yl}bicyclo[1.1.1]pentane-1-carboxylate [Si](C)(C)(C(C)(C)C)OCC(C)C=1C(=CN=NC1C(=C)OCC)C#CC(O)C12CC(C1)(C2)C(=O)OC